The molecule is an amino trisaccharide consisting of alpha-D-mannopyranose, 2-acetamido-2-deoxy-beta-D-glucopyranose and 2-acetamido-2-deoxy-D-glucopyranose residues joined in sequence by (1->4) glycosidic bonds. It is an amino trisaccharide, a glucosamine oligosaccharide and a member of acetamides. CC(=O)N[C@@H]1[C@H]([C@@H]([C@H](O[C@H]1O[C@@H]2[C@H](OC([C@@H]([C@H]2O)NC(=O)C)O)CO)CO)O[C@@H]3[C@H]([C@H]([C@@H]([C@H](O3)CO)O)O)O)O